4-(diethylamino)-N-(4-hydroxy-3-(methylsulfonyl)phenyl)benzamide C(C)N(C1=CC=C(C(=O)NC2=CC(=C(C=C2)O)S(=O)(=O)C)C=C1)CC